OC1(C(C(=O)C2=CC=C(C=C2)O)C=CC=C1)O 2-hydroxy-2,4'-dihydroxybenzophenone